2-bromo-3-fluoro-6-methoxybenzoic acid BrC1=C(C(=O)O)C(=CC=C1F)OC